NCC1CN(CCOC1)C(=O)OC(C)(C)C tert-butyl 6-(aminomethyl)-1,4-oxaazepane-4-carboxylate